NC1=NC(=CC(=C1)C[C@@H]1[C@H](N(C1=O)C(=O)N[C@H](CC)C1=CC=C(C=C1)F)C(=O)N(C)C1=CC=NN1C)C (2S,3R)-3-((2-amino-6-methylpyridin-4-yl)methyl)-N2-(1-methyl-1H-pyrazol-5-yl)-N1-((R)-1-(4-fluorophenyl)propyl)-N2-methyl-4-oxoazetidine-1,2-dicarboxamide